2-(1-Amino-2-(benzyloxy)cyclobutyl)acetic acid NC1(C(CC1)OCC1=CC=CC=C1)CC(=O)O